FC1=C(C=CC(=C1)S(=O)(=O)C)/C(=C(/C=1C=C2C=NNC2=CC1)\C1=CC=C(C=C1)C(C(=O)O)=C)/CC 4-((E)-2-(2-fluoro-4-(methylsulfonyl)phenyl)-1-(1H-indazol-5-yl)but-1-en-1-yl)phenyl-acrylic acid